NC1=NC=2C(=NC=C(C2)C(=O)N)N1C\C=C\CN1C(=NC2=C1C(=CC(=C2)C(N)=O)Br)N (E)-2-amino-3-(4-(2-amino-7-bromo-5-carbamoyl-1H-benzo[d]imidazol-1-yl)but-2-en-1-yl)-3H-imidazo[4,5-b]pyridine-6-carboxamide